2-Ethyl-4-isobutyl-6-(piperazin-1-yl)benzonitrile hydrochloride tert-Butyl-4-(2-cyano-3-ethyl-5-isobutylphenyl)piperazine-1-carboxylate C(C)(C)(C)OC(=O)N1CCN(CC1)C1=C(C(=CC(=C1)CC(C)C)CC)C#N.Cl.C(C)C1=C(C#N)C(=CC(=C1)CC(C)C)N1CCNCC1